delta-glycidoxybutyl-trimethoxysilane C(C1CO1)OCCCC[Si](OC)(OC)OC